methyl 3-bromo-6-hydroxy-5-(trifluoromethyl)pyridine-2-carboxylate BrC=1C(=NC(=C(C1)C(F)(F)F)O)C(=O)OC